NC=1C(=NC(=CN1)C1=CC(=CC=C1)C1=C2N(N=C1)CC(C2)(C)C)C(=O)N[C@@H]2CNCC[C@H]2O 3-amino-6-(3-(5,5-dimethyl-5,6-dihydro-4H-pyrrolo[1,2-b]pyrazol-3-yl)phenyl)-N-((3R,4R)-4-hydroxypiperidin-3-yl)pyrazine-2-carboxamide